4-[4-fluoro-2-(2,2,2-trifluoroethoxy)phenyl]-2-(6-methylpyridin-3-yl)-2,3-dihydro-1H-pyrrolo[3,4-c]pyridin-1-one FC1=CC(=C(C=C1)C1=NC=CC2=C1CN(C2=O)C=2C=NC(=CC2)C)OCC(F)(F)F